CS(=O)(=O)C1=C(C(=C(C(=C1)C)C1=C(C=C(C=C1C(C)C)C(C)C)C(C)C)P(C(C)(C)C)C(C)(C)C)OC methanesulfonyl-(2-(di-tert-butylphosphino)-3-methoxy-6-methyl-2',4',6'-triisopropyl-1,1'-biphenyl)